NC1=NC=2C=NC(=CC2C2=C1C(OC2)C)C(=O)N2[C@H](COCC2)C2=CC=C(C=C2)C(F)(F)F (4-amino-3-methyl-1,3-dihydrofuro[3,4-c][1,7]naphthyridin-8-yl)((3S)-3-(4-(trifluoromethyl)phenyl)-4-morpholinyl)methanone